NC1=C(C(=NN1C(C)C1CC1)C1=CC=C(C=C1)CC(=O)NC1=CC(=NO1)CC(C)(C)C)C#N 2-(4-(5-Amino-4-cyano-1-(1-cyclopropylethyl)-1H-pyrazol-3-yl)phenyl)-N-(3-neopentylisoxazol-5-yl)acetamide